2,2'-dimethylaminoazobenzene CNC1=C(C=CC=C1)N=NC1=C(C=CC=C1)NC